C(C)(C)(C)OC(=O)N1C(CNCC1)C1=NC(=CC=C1)OC 6-methoxypyridin-2-yl-piperazine-1-carboxylic acid tert-butyl ester